methyl 5-bromo-4,4-difluoropentanoate BrCC(CCC(=O)OC)(F)F